C(C)(C)(C)C1=CC=C(C=C1)C=CC=CC1=CC=C(C=C1)C(C)(C)C 1,4-bis(4-t-butylphenyl)-1,3-butadiene